di(2-ethylhexyl) adipate (dioctyl adipate) C(CCCCCCC)C(C(=O)O)(CCCC(=O)O)CCCCCCCC.C(CCCCC(=O)OCC(CCCC)CC)(=O)OCC(CCCC)CC